1-((1R,5S)-3-(8-fluoro-7-(3-hydroxynaphthalen-1-yl)-2-(((S)-1-methylpyrrolidin-2-yl)methoxy)quinazolin-4-yl)-3,8-diazabicyclo[3.2.1]octan-8-yl)-2-(methylamino)ethan-1-one FC=1C(=CC=C2C(=NC(=NC12)OC[C@H]1N(CCC1)C)N1C[C@H]2CC[C@@H](C1)N2C(CNC)=O)C2=CC(=CC1=CC=CC=C21)O